ClC1=CC(=C(OCC2=NC=CC(=C2)C=2CN(CC2)CC2=NC3=C(N2C[C@H]2OCC2)C=C(C=C3)C(=O)O)C=C1)F 2-[(3-{2-[(4-chloro-2-fluorophenoxy)methyl]pyridin-4-yl}-2,5-dihydro-1H-pyrrol-1-yl)methyl]-1-{[(2S)-oxetan-2-yl]methyl}-1H-1,3-benzodiazole-6-carboxylic acid